CC=1C=C(C=CC1OCC#C)[N+](=O)[O-] 3-Methyl-4-(prop-2-ynyloxy)nitrobenzene